CON(C(=O)C1=CC(=NC=C1)COCC(F)(F)F)C N-methoxy-N-methyl-2-(2,2,2-trifluoroethoxymethyl)pyridine-4-carboxamide